N-(4-bromobenzyl)-carbazole BrC1=CC=C(CN2C3=CC=CC=C3C=3C=CC=CC23)C=C1